Ethyl 2-[[(tert-butoxy) carbonyl] amino]-5-carbamoyl-4-methylthiophene-3-carboxylate C(C)(C)(C)OC(=O)NC=1SC(=C(C1C(=O)OCC)C)C(N)=O